O=C1NC(CCC1N1C(N(C2=C1C=CC(=C2)CCC2CCC(CC2)C(=O)O)C)=O)=O (1s,4s)-4-[2-[1-(2,6-dioxopiperidin-3-yl)-3-methyl-2-oxo-1,3-benzodiazol-5-yl]ethyl]cyclohexane-1-carboxylic acid